CNCC(CO)O 1-(Methylamino)-2,3-Propanediol